N-(2,6-diisopropylphenyl)-5-methoxy-[1,1'-biphenyl]-3-carboxamidine C(C)(C)C1=C(C(=CC=C1)C(C)C)NC(=N)C=1C=C(C=C(C1)OC)C1=CC=CC=C1